4-(1-carbamimidoyl-1,2,3,6-tetrahydro-pyridin-4-yl)-N-[4-(1-carbamimidoyl-1,2,3,6-tetrahydro-pyridin-4-yl)-3,5-difluoro-phenyl]-2-methyl-benzamide C(N)(=N)N1CCC(=CC1)C1=CC(=C(C(=O)NC2=CC(=C(C(=C2)F)C=2CCN(CC2)C(N)=N)F)C=C1)C